ClC1=CC(=C(C=C1Cl)NC1=NC(=NC=N1)NC=1C(=CC(=C(C1)NC(C=C)=O)N1[C@H](CC1)CN(C)C)OC)C(C)(C)O (R)-N-(5-(4-(4,5-dichloro-2-(2-hydroxypropan-2-yl)phenylamino)-1,3,5-triazin-2-ylamino)-2-(2-((dimethylamino)methyl)azetidin-1-yl)-4-methoxyphenyl)acrylamide